C1(CC1)C=1N=C(C(=NC1)C(=O)NC)NC(=O)N1C[C@](CC1)(C1=NC=NS1)C1=CC(=C(C=C1)C)F |o1:18| (R or S)-5-cyclopropyl-3-(3-(3-fluoro-4-methylphenyl)-3-(1,2,4-thiadiazol-5-yl)pyrrolidine-1-carboxamido)-N-methylpyrazine-2-carboxamide